NC1=C(C=CC(=C1F)NCC1=CC=C(C=C1)C(F)(F)F)NC(CCC1CCCCC1)=O N-(2-amino-3-fluoro-4-((4-(trifluoromethyl)benzyl)amino)phenyl)-3-cyclohexylpropanamide